C(CCCCCCC\C=C\C=C)CC(=O)[O-] (9E)-9,11-dodecadien-1-ylacetate